[Li].[O] oxygen, lithium salt